(E)-N'-(7-(diethylamino)-2-oxo-2H-benzopyran-4-ylmethylene)imidazo[2,1-b]thiazol-6-hydrazide C(C)N(C1=CC2=C(C(=CC(O2)=O)\C=N\NC(=O)C=2N=C3SC=CN3C2)C=C1)CC